[Cl-].FC1=C(C=CC(=C1)C(F)(F)F)C1=NN2C(C[NH2+][C@H](C2)C)=C1C1=CC=NC=C1 (6S)-2-[2-fluoro-4-(trifluoromethyl)phenyl]-6-methyl-3-(pyridin-4-yl)-4,5,6,7-tetrahydropyrazolo[1,5-a]pyrazin-5-ium chloride